CC(CCCCCCCCCC)=O n-dodecaneOne